C(C)C=1C(NC=2C=C(C=NC2C1)CN1CCC(=CC1)C=1C=NC(=CC1)C(=O)NC)=O 1'-((7-ethyl-6-oxo-5,6-dihydro-1,5-naphthyridin-3-yl)methyl)-N-methyl-1',2',3',6'-tetrahydro-[3,4'-bipyridine]-6-carboxamide